C(O[C@H]1[C@H](C[C@H](C1)C1=NN(C(=C1)NC=1C=2N(C=CN1)N=C(C2)COC)C(C)(C)C)F)(OC2=CC=C(C=C2)[N+](=O)[O-])=O |r| rac-(1R,2S,4S)-4-(1-(tert-butyl)-5-((2-(methoxymethyl)pyrazolo[1,5-a]pyrazin-4-yl)amino)-1H-pyrazol-3-yl)-2-fluorocyclopentyl (4-nitrophenyl) carbonate